2-((2S,6R)-4-(4-(2-(2-Aminopyridin-3-yl)-5-phenyl-3H-imidazo[4,5-b]pyridin-3-yl)benzyl)-2,6-dimethylpiperazin-1-yl)pyrimidine-4-carbonitrile NC1=NC=CC=C1C1=NC=2C(=NC(=CC2)C2=CC=CC=C2)N1C1=CC=C(CN2C[C@@H](N([C@@H](C2)C)C2=NC=CC(=N2)C#N)C)C=C1